C1(=CC=CC=C1)OC(CCC)=O.S1C=NC2=C1C=CC=C2C2=CC=C(CCNC(=O)C=1N=C(SC1)C#C)C=C2 N-(4-(benzo[d]thiazol-4-yl)phenethyl)-2-ethynyl-thiazole-4-carboxamide [+]-Phenylbutyrate